[NH4+].CC1=C(C(=O)P(C2=CC=CC=C2)=O)C(=CC(=C1)C)C 2,4,6-trimethylbenzoylphenylphosphine oxide, ammonium salt